N-[3-chloro-4-[3-[[rac-(3R)-pyrrolidine-3-carbonyl]amino]pyrrolidine-1-carbonyl]phenyl]-5-(2,3-difluoro-4-methoxy-phenyl)-1-methyl-imidazole-2-carboxamide ClC=1C=C(C=CC1C(=O)N1CC(CC1)NC(=O)[C@H]1CNCC1)NC(=O)C=1N(C(=CN1)C1=C(C(=C(C=C1)OC)F)F)C |r|